FC=1C=C2N(CCN(C2=CC1)C(=O)N[C@@H]1CNCC1)C1=CC=C(C=C1)F (S)-6-fluoro-4-(4-fluorophenyl)-N-(pyrrolidin-3-yl)-3,4-dihydroquinoxaline-1(2H)-carboxamide